N(=O)[S+](C[C@@H](C(=O)O)N)SC[C@@H](C(=O)O)N S-nitrosocystine